O=C1N(C(CC1)=O)C(C(=O)O)CCSC(C)=O.C(CC)C(CCC)(O[SiH](OCCCC)OCCCC)CCC Dipropyl-tributoxysilane (2,5-dioxopyrrolidin-1-yl)4-acetylsulfanylbutanoate